(R)-3,4-Dimethyl-N-(4-(piperidin-3-yl)phenyl)benzamide CC=1C=C(C(=O)NC2=CC=C(C=C2)[C@@H]2CNCCC2)C=CC1C